O(C1=CC=CC=C1)CC1=NN=C(O1)S 5-(phenoxymethyl)-2-mercapto-1,3,4-oxadiazole